methyltris(3-methoxypropanoyloxy)silane C[Si](OC(CCOC)=O)(OC(CCOC)=O)OC(CCOC)=O